5-(4-Bromo-3-chlorophenyl)-2-(2-pentyn-1-yl)-2H-tetrazole BrC1=C(C=C(C=C1)C=1N=NN(N1)CC#CCC)Cl